C(C)NC(CCN)CC 3-ethylamino-1-pentylamine